(1R,3S,4R)-2-((3-chlorophenyl)-L-alanyl)-N-((S)-1-cyano-2-((R)-2-oxopiperidin-3-yl)ethyl)-5,5-difluoro-2-azabicyclo[2.2.2]octane-3-carboxamide ClC=1C=C(C=CC1)N[C@@H](C)C(=O)N1[C@H]2CC([C@@H]([C@H]1C(=O)N[C@@H](C[C@@H]1C(NCCC1)=O)C#N)CC2)(F)F